4-((5-((S)-5-amino-5,7-dihydrospiro[cyclopenta[b]pyridin-6,4'-piperidin]-1'-yl)pyrazin-2-yl)thio)-6,6a,7,8-tetrahydro-9H-pyrido[3,2-b]pyrrolo[1,2-d][1,4]oxazin-9-one N[C@@H]1C=2C(=NC=CC2)CC12CCN(CC2)C=2N=CC(=NC2)SC2=CC=NC1=C2OCC2N1C(CC2)=O